(S)-2-((((9H-fluoren-9-yl)methoxy)carbonyl)amino)-3-(4-(1-trityl-1H-pyrazol-4-yl)phenyl)propanoic acid C1=CC=CC=2C3=CC=CC=C3C(C12)COC(=O)N[C@H](C(=O)O)CC1=CC=C(C=C1)C=1C=NN(C1)C(C1=CC=CC=C1)(C1=CC=CC=C1)C1=CC=CC=C1